O[C@@H]1C[C@H](N(C1)C([C@H](C(C)(C)C)N1N=NC(=C1)C1=CC(=CC=C1)NC(C)C)=O)C(=O)NC (2S,4r)-4-hydroxy-1-[(2S)-2-[4-[3-(isopropylamino)phenyl]triazol-1-yl]-3,3-dimethyl-butyryl]-N-methyl-pyrrolidine-2-carboxamide